C1(CC1)N1N=C2C(N(C(N([C@@H]2C)C2CCN(CC2)C=2C(=NC=CC2C)OC)=O)CC2=C(C=CC=C2)C(F)(F)F)=C1 (R)-2-Cyclopropyl-6-(2'-methoxy-4'-methyl-3,4,5,6-tetrahydro-2H-[1,3']bipyridinyl-4-yl)-7-methyl-4-(2-trifluoromethylbenzyl)-2,4,6,7-tetrahydro-pyrazolo[4,3-d]pyrimidin-5-one